C1(CC1)N1C(CC(C1)CN1N=C2N=C(C=NC2=C1)C1=C(C=C(C=C1C)C(F)(F)F)O)=O 1-cyclopropyl-4-((6-(2-hydroxy-6-methyl-4-(trifluoromethyl)phenyl)-2H-pyrazolo[3,4-b]pyrazin-2-yl)methyl)pyrrolidin-2-one